(racemic)-4-(3-chloro-4-(9-(2-fluorobenzyl)-6-(1-methylcyclopropoxy)-9H-purin-8-yl)phenoxy)-2-methylbutanoic acid ClC=1C=C(OCC[C@H](C(=O)O)C)C=CC1C=1N(C2=NC=NC(=C2N1)OC1(CC1)C)CC1=C(C=CC=C1)F |r|